3-benzyl-4-benzylidene-5,5-dimethyltetrahydro-2H-pyran-2-one C(C1=CC=CC=C1)C1C(OCC(C1=CC1=CC=CC=C1)(C)C)=O